C(C1=CC=CC=C1)[N+](=CC\C=C/CC)[O-] (3Z)-N-benzylhex-3-en-1-imine oxide